3,2-dioxaphosphorinane P1OOCCC1